C[N+](CCC)(C)C N,N,N-trimethyl-N-propyl-ammonium